7-((3S,4R)-4-((2-methoxy-4-(trifluoromethoxy)phenyl)amino)-3-methylpiperidin-1-yl)-2,4-dimethyl-5-oxo-4,5-dihydrothiazolo[5,4-b]pyridine-6-carbonitrile COC1=C(C=CC(=C1)OC(F)(F)F)N[C@H]1[C@H](CN(CC1)C=1C2=C(N(C(C1C#N)=O)C)SC(=N2)C)C